FC1=CC=C(C=C1)C=1C=C(/C(/N)=N\O)C=C(N1)OC1[C@@H]2CN(C[C@H]12)C(=O)C=1C=C(C=2N(C1)C=C(N2)C)C(F)(F)F (E)-2-(4-fluorophenyl)-N'-hydroxy-6-(((1R,5S,6s)-3-(2-methyl-8-(trifluoromethyl)imidazo[1,2-a]pyridine-6-carbonyl)-3-azabicyclo[3.1.0]hexan-6-yl)oxy)isonicotinimidamide